5-[1-(6-Amino-2-Fluoro-3-Pyridyl)-3-(Trifluoromethyl)Pyrazol-4-yl]-N-[3-Chloro-4-[4-(Piperidine-4-Carbonyl)Piperazine-1-Carbonyl]Phenyl]-1-Methyl-Imidazole-2-Carboxamide NC1=CC=C(C(=N1)F)N1N=C(C(=C1)C1=CN=C(N1C)C(=O)NC1=CC(=C(C=C1)C(=O)N1CCN(CC1)C(=O)C1CCNCC1)Cl)C(F)(F)F